N-(3-carbamoyl-1-methyl-1H-pyrazol-4-yl)-5-(pyrrolidin-3-ylamino)pyrazolo[1,5-a]pyrimidine-3-carboxamide hydrochloride Cl.C(N)(=O)C1=NN(C=C1NC(=O)C=1C=NN2C1N=C(C=C2)NC2CNCC2)C